COC(\C=C\C(=O)[O-])=O MONOMETHYL-FUMARAT